N-((1s,4s)-4-(Benzyl(methyl)amino)cyclohexyl)-6-morpholinopyridine-3-sulfonamide C(C1=CC=CC=C1)N(C1CCC(CC1)NS(=O)(=O)C=1C=NC(=CC1)N1CCOCC1)C